N1N=CC2=CC(=CC=C12)CN1CCC2(CC1)COC1=C3CN(C(C3=CC=C12)=O)C1C(NC(CC1)=O)=O 3-(1'-((1H-indazol-5-yl)methyl)-6-oxo-6,8-dihydro-2H,7H-spiro[furo[2,3-e]isoindole-3,4'-piperidin]-7-yl)piperidine-2,6-dione